5-(3-(6-methylpyridin-2-yl)-1-(tetrahydro-2H-pyran-2-yl)-1H-pyrazol-4-yl)-1H-indazole CC1=CC=CC(=N1)C1=NN(C=C1C=1C=C2C=NNC2=CC1)C1OCCCC1